CC=1C(=NC=CC1C=O)C1=NC=CC=C1 methyl-2,2'-bipyridine-4-carbaldehyde